1-({(5s,7s)-3-[2-methyl-2-(3-{[(1-methylethyl)oxy]methyl}-1,2,4-oxadiazol-5-yl)propyl]-2-oxo-1-oxa-3-azaspiro[4.5]decan-7-yl}methyl)-1H-benzimidazole-6-carbonitrile CC(CN1C(O[C@]2(C1)C[C@H](CCC2)CN2C=NC1=C2C=C(C=C1)C#N)=O)(C)C1=NC(=NO1)COC(C)C